C(C)(=O)N(C1=C(C=C(C=C1)C1=CC=C(C=N1)C(=O)NCC=1C=NC=CC1)C)CC1CC(C1)(F)F 6-[4-[acetyl-[(3,3-difluorocyclobutyl)methyl]amino]-3-methyl-phenyl]-N-(3-pyridylmethyl)pyridine-3-carboxamide